chloro-5-methoxy-2-(5-methoxy-1H-1,2,4-triazol-3-yl)-3-(1H-pyrazol-4-yl)-1H-pyrrolo[3,2-b]pyridine ClN1C(=C(C2=NC(=CC=C21)OC)C=2C=NNC2)C2=NNC(=N2)OC